(3R,5'S)-1'-(methyl-L-leucyl)-2-oxospiro[indoline-3,3'-pyrroline]-4',4'-d2-5'-carboxylic acid amide hydrochloride Cl.CN[C@@H](CC(C)C)C(=O)N1C[C@]2(C([C@H]1C(=O)N)([2H])[2H])C(NC1=CC=CC=C12)=O